NC=1C=C(C=O)C=C(C1)OC1CC1 3-AMINO-5-CYCLOPROPOXYBENZALDEHYDE